BrC=1C=C(C=C(C1)C(F)(F)F)C1(CC(C1)C)C(=O)O 1-(3-bromo-5-(trifluoromethyl)phenyl)-3-methylcyclobutylcarboxylic acid